OC1=C(C=C(OC(C#N)C)C=C1)[N+](=O)[O-] (4-hydroxy-3-nitrophenoxy)propionitrile